(1S,3S)-N3-(5-propylpyrazolo[1,5-a]pyrimidin-7-yl)cyclopentane-1,3-diamine C(CC)C1=NC=2N(C(=C1)N[C@@H]1C[C@H](CC1)N)N=CC2